(7R,14R)-1-(difluoromethoxy)-11-(4-((S or R)-1-(dimethylphosphoryl)ethyl)phenyl)-6-(methyl-d3)-6,7-dihydro-7,14-methanobenzo[f]benzo[4,5]imidazo[1,2-a][1,4]diazocin-5(14H)-one FC(OC1=CC=CC=2C(N([C@H]3C=4N([C@@H](C21)C3)C3=C(N4)C=CC(=C3)C3=CC=C(C=C3)[C@H](C)P(=O)(C)C)C([2H])([2H])[2H])=O)F |o1:29|